methyl (S)-4-(2-(1-(6-((4-(cyclopropanecarbonyl)-2-fluorobenzyl)oxy)pyridin-2-yl)piperidin-4-yl)acetamido)-3-((oxetan-2-ylmethyl)amino)benzoate C1(CC1)C(=O)C1=CC(=C(COC2=CC=CC(=N2)N2CCC(CC2)CC(=O)NC2=C(C=C(C(=O)OC)C=C2)NC[C@H]2OCC2)C=C1)F